BrC=1C=C(C=CC1)C1(CC(C1)=C)C(=O)NNC(NC)=S 2-(1-(3-bromophenyl)-3-methylenecyclobutanecarbonyl)-N-methylhydrazinecarbothioamide